C(C=C)(=O)OC(CCCC)O pentanediol monoacrylate